2'-(dicyclohexylphosphino)-N,N,N',N'-tetramethylbiphenyl-2,6-diamine C1(CCCCC1)P(C1=C(C=CC=C1)C=1C(=CC=CC1N(C)C)N(C)C)C1CCCCC1